O=C1NC(CCC1N1C(C2=CC=C(C(=C2C1)F)CNC(NC1=C(OCC(C(=O)O)=C)C=C(C=C1)C(F)(F)F)=O)=O)=O 2-((2-(3-((2-(2,6-dioxopiperidin-3-yl)-4-fluoro-1-oxoisoindolin-5-yl)methyl)ureido)-5-(trifluoromethyl)phenoxy)methyl)acrylic acid